CS(=O)(=O)NC(C1=CC=CC=C1)=O N-(methyl-sulfonyl)benzamide